5-bromo-2-methyl-1,2,3,4-tetrazole BrC=1N=NN(N1)C